(1-(9-(4-chloro-2-methyl-2H-indazol-5-yl)-7H-imidazo[1,2-c]pyrrolo[3,2-e]pyrimidin-5-yl)-4-methylpiperidin-4-yl)methylamine ClC=1C2=CN(N=C2C=CC1C1=CNC2=C1C=1N(C(=N2)N2CCC(CC2)(C)CN)C=CN1)C